nitrosulfoiron [N+](=O)([O-])[Fe]S(=O)(=O)O